7-(4-Ethyl-3-(hydroxymethyl)-5-oxo-4,5-dihydro-1H-1,2,4-triazol-1-yl)-6-fluoro-3-(2-fluoro-5-methylphenyl)-1-isopropyl-2,3-dihydroquinazolin-4(1H)-one C(C)N1C(=NN(C1=O)C1=C(C=C2C(N(CN(C2=C1)C(C)C)C1=C(C=CC(=C1)C)F)=O)F)CO